4-methyl-quinazolin-2-yl-(methyl)-4-((trimethylsilyl)ethynyl)piperidin-3-ol CC1=NC(=NC2=CC=CC=C12)C1N(CCC(C1O)C#C[Si](C)(C)C)C